C(C1=CC=CC=C1)OCC1=CC=C(C=C1)NC(=O)C=1C=C(C=CC1)C1=CN=C(C(=N1)C(=O)O)C 6-[3-[[4-(benzyloxymethyl)phenyl]carbamoyl]phenyl]-3-methyl-pyrazine-2-carboxylic acid